C(C)(C)(C)OC(=O)N1C(CCCC1)OC1=CC(=CC=C1)N(C)C1=C(C=C(C=C1)C)Cl {3-[(2-chloro-4-methylphenyl)(methyl)amino]phenoxy}piperidine-1-carboxylic acid tert-butyl ester